COC(CCC(C)(S(=O)(=O)C(=S)S(=O)(=O)CCCCCCCCCCCC)C#N)=O 4-cyano-4-[(dodecylsulfonylthiocarbonyl)sulfonyl]pentanoic acid methyl ester